BrC1=CC2=C(OC3=C2C=CC=C3I)C=C1 2-bromo-6-iododibenzo[b,d]furan